(2S)-3-(4-fluorophenyl)sulfonyl-N-[[6-[2-(trifluoromethyl)pyrimidin-5-yl]pyrimidin-4-yl]methyl]-3-azabicyclo[2.1.1]hexane-2-carboxamide FC1=CC=C(C=C1)S(=O)(=O)N1[C@@H](C2CC1C2)C(=O)NCC2=NC=NC(=C2)C=2C=NC(=NC2)C(F)(F)F